3-(3-(6-Methylpyridin-2-yl)-4-(2-(1,4,5,6-tetrahydropyrrolo[3,4-d]imidazol-2-yl)pyridin-4-yl)-1H-pyrazol-1-yl)propan-2-ol CC1=CC=CC(=N1)C1=NN(C=C1C1=CC(=NC=C1)C1=NC2=C(N1)CNC2)CC(C)O